CC=1N=C2N(N=C(C=C2C)C2=CC(=C3C(N(C=NC3=C2)C2CCN(CC2)C(=O)OC(C)(C)C)=O)NC)C1 tert-butyl 4-(7-{2,8-dimethylimidazo[1,2-b]pyridazin-6-yl}-5-(methylamino)-4-oxoquinazolin-3-yl)piperidine-1-carboxylate